(1S,3R,7S,8S,8aR)-8-(2-((2R,4R)-4-hydroxy-6-oxotetrahydro-2H-pyran-2-yl)ethyl)-3,7-dimethyl-1,2,3,7,8,8a-hexahydronaphthalen-1-yl (4-nitrophenyl) carbonate C(O[C@H]1C[C@H](C=C2C=C[C@@H]([C@@H]([C@@H]12)CC[C@H]1OC(C[C@@H](C1)O)=O)C)C)(OC1=CC=C(C=C1)[N+](=O)[O-])=O